The molecule is a glycophytoceramide having an alpha-D-galactopyranosyl residue at the O-1 position and a decanoyl group attached to the nitrogen. It derives from an alpha-D-galactose and a decanoic acid. CCCCCCCCCCCCCC[C@H]([C@H]([C@H](CO[C@@H]1[C@@H]([C@H]([C@H]([C@H](O1)CO)O)O)O)NC(=O)CCCCCCCCC)O)O